BrC=1C(=C(OC2CCC(CC2)COCC=O)C=CC1)C 2-(((1r,4r)-4-(3-bromo-2-methylphenoxy)cyclohexyl)methoxy)acetaldehyde